ClS(=O)(=O)C1=NN(C(=C1)C(=O)OC)CC(=O)OCC methyl 3-(chlorosulfonyl)-1-(2-ethoxy-2-oxoethyl)-1H-pyrazole-5-carboxylate